4-((4-(benzo[d]thiazol-6-ylamino)-7-(1-methyl-1H-pyrazol-4-yl)quinazolin-5-yl)oxy)cyclopentane-1,2-diol S1C=NC2=C1C=C(C=C2)NC2=NC=NC1=CC(=CC(=C21)OC2CC(C(C2)O)O)C=2C=NN(C2)C